1-(cyclobutyl-methyl)-8-dimethylamino-8-(3-methoxyphenyl)-3-[(4-methoxyphenyl)-methyl]-1,3-diazaspiro[4.5]decan-2-one C1(CCC1)CN1C(N(CC12CCC(CC2)(C2=CC(=CC=C2)OC)N(C)C)CC2=CC=C(C=C2)OC)=O